(2S)-2-[(tert-butoxycarbonyl)amino]-3-cyclopropyl-3-methylbutanoic acid C(C)(C)(C)OC(=O)N[C@H](C(=O)O)C(C)(C)C1CC1